5-ethynyl-4,6-difluoro-2-(trifluoromethyl)-1H-1,3-benzodiazole C(#C)C1=C(C2=C(NC(=N2)C(F)(F)F)C=C1F)F